3-bromo-5-fluoro-N-methoxy-N,2-dimethyl-benzamide BrC=1C(=C(C(=O)N(C)OC)C=C(C1)F)C